FC(OC=1C=NC(=NC1)S(=O)(=O)C)F 5-(difluoromethoxy)-2-methylsulfonyl-pyrimidine